N[C@@H]1CC[C@H](CC1)C(=O)NC trans-(1r,4r)-4-amino-N-methylcyclohexane-1-carboxamide